N[C@@H]1CC[C@H](OC1)C(=O)NCC=1N=C2N(C=CC(=C2)Cl)C1 (2S,5R)-5-amino-N-((7-chloroimidazo[1,2-a]pyridin-2-yl)methyl)tetrahydro-2H-pyran-2-carboxamide